OC1=C(C=CC(=C1)Cl)N=CCC1=CC=CC(=N1)C(C)=O 6-(2-Hydroxy-4-chlorophenylimino)ethyl-2-acetylpyridin